trioxanoate O1C(OCOC1)C(=O)[O-]